3-fluoropropan-1-amine hydrochloride Cl.FCCCN